C(C)C1=NN=C(S1)CNC(OC(C)(C)C)=O tert-butyl ((5-ethyl-1,3,4-thiadiazol-2-yl)methyl)carbamate